2-amino-2-methyl-4-pentenoic acid monohydrate O.NC(C(=O)O)(CC=C)C